6-[[5-chloro-3-[(1-fluorocyclopropyl)methoxy]-2-pyridyl]oxy]-7-methyl-N-(4-methyl-1,1-dioxo-thian-4-yl)imidazo[1,2-a]pyridine-2-carboxamide ClC=1C=C(C(=NC1)OC=1C(=CC=2N(C1)C=C(N2)C(=O)NC2(CCS(CC2)(=O)=O)C)C)OCC2(CC2)F